6-chloro-4-methyl-N-(3-methyloxetan-3-yl)pyridin-3-amine ClC1=CC(=C(C=N1)NC1(COC1)C)C